(S)-3-(5-(((R)-4,4-difluoro-1-((8-fluoro-2-((3aS*,6aS*)-hexahydro-5H-furo[2,3-c]pyrrol-5-yl)quinolin-6-yl)methyl)pyrrolidin-3-yl)oxy)-1-oxoisoindolin-2-yl)piperidine-2,6-dione FC1([C@@H](CN(C1)CC=1C=C2C=CC(=NC2=C(C1)F)N1C[C@@H]2[C@H](C1)CCO2)OC=2C=C1CN(C(C1=CC2)=O)[C@@H]2C(NC(CC2)=O)=O)F |o1:20,21|